CN1C(=NC(=C1)C(F)(F)F)C1=CC=C(C=C1)CN1C(CCC2=C1N=C(N=C2)C=2C(=NC=CC2)C(C)C)=O 8-([4-[1-methyl-4-(trifluoromethyl)-1H-imidazol-2-yl]phenyl]methyl)-2-[2-(propan-2-yl)pyridin-3-yl]-5H,6H,7H,8H-pyrido[2,3-d]pyrimidin-7-one